ClC1=C(C=CC=C1)CCNS(=O)(=O)C1=C(C=C(C=C1C)C)C N-[2-(2-chlorophenyl)ethyl]-2,4,6-trimethylbenzene-1-sulfonamide